FC1=C(C=C(C=C1)C1=CN=NN1C)N1N=C(C=CC1=O)C(=O)OC methyl 1-(2-fluoro-5-(1-methyl-1H-1,2,3-triazol-5-yl) phenyl)-6-oxo-1,6-dihydropyridazine-3-carboxylate